1-(2-methoxyethyl)-2-oxo-2,3-dihydro-1H-benzo[d]imidazole-5-carbaldehyde COCCN1C(NC2=C1C=CC(=C2)C=O)=O